N,N-dimethylaminoethane CN(C)CC